(3-Methoxyprop-1-yn-1-yl)azetidine-1-carboxylate COCC#COC(=O)N1CCC1